FC=1C=CC(=C(C1)[C@@H](N1C(C2=CC(=CC=C2C1)C1=CC=C(C=C1)N1CCOCC1)=O)C=1NC2=CC=CC=C2C1)O (R)-2-((5-fluoro-2-hydroxyphenyl)(1H-indol-2-yl)methyl)-6-(4-morpholinophenyl)isoindolin-1-one